BrC=1C=C(C=C(C1NC(CO)[C@@H]1OCCOC1)[N+](=O)[O-])S(=O)(=O)N 3-bromo-4-([1-[(2S)-1,4-dioxan-2-yl]-2-hydroxyethyl]amino)-5-nitrobenzenesulfonamide